3-(4-amino-4-(2-methoxyethyl)piperidin-1-yl)pyridin NC1(CCN(CC1)C=1C=NC=CC1)CCOC